tert-butyl N-ethyl-N-(1-[7-((8-fluoro-2-methylimidazo[1,2-a]pyridin-6-yl)carbamoyl)-1-([2-(trimethylsilyl)ethoxy]methyl)indol-4-yl]-piperidin-4-yl)carbamate C(C)N(C(OC(C)(C)C)=O)C1CCN(CC1)C1=C2C=CN(C2=C(C=C1)C(NC=1C=C(C=2N(C1)C=C(N2)C)F)=O)COCC[Si](C)(C)C